N-(4-chloropyridin-2-yl)benzamide ClC1=CC(=NC=C1)NC(C1=CC=CC=C1)=O